2-((tert-butoxycarbonyl)amino)-4-oxo-4-(piperidin-1-yl)butanoate C(C)(C)(C)OC(=O)NC(C(=O)[O-])CC(N1CCCCC1)=O